3-((1-(1-((1-methyl-1H-1,2,4-triazol-3-yl)methoxy)isoquinolin-4-yl)ethyl)amino)propan-1-ol CN1N=C(N=C1)COC1=NC=C(C2=CC=CC=C12)C(C)NCCCO